4-(((tert-butoxycarbonyl)amino)methyl)-2-(1-hydroxyethyl)benzoic acid C(C)(C)(C)OC(=O)NCC1=CC(=C(C(=O)O)C=C1)C(C)O